ClC=1C(=NC(=C(C1)F)C1=C(C(=C(C=C1F)F)F)F)S(=O)(=O)NC(CC)=O N-((3-chloro-5-fluoro-6-(2,3,4,6-tetrafluorophenyl)pyridin-2-yl)sulfonyl)propionamide